C1(CCC1)N1N=C(C=C1)C=1N=NN(C1)C1=C(C=C(C=C1)NS(=O)(=O)CCO)N1CCC2(CC2)CC1 N-(4-(4-(1-cyclobutyl-1H-pyrazol-3-yl)-1H-1,2,3-triazol-1-yl)-3-(6-azaspiro[2.5]octan-6-yl)phenyl)-2-hydroxyethane-1-sulfonamide